{5-[(Methoxymethyl)oxy]-4-methyl-3,4-dihydro-2H-chromen-7-yl}methanol COCOC1=C2C(CCOC2=CC(=C1)CO)C